ClC1=CC=C(C(=N1)C(=O)O)N[C@H](C)C=1C=C(C=C2C(N(C(=NC12)N1CCN(CC1)C1=CC=NC=C1)C)=O)C (R)-6-Chloro-3-((1-(3,6-dimethyl-4-oxo-2-(4-(pyridin-4-yl)piperazin-1-yl)-3,4-dihydroquinazolin-8-yl)ethyl)amino)picolinic acid